tert-butyl 3-diethoxyphosphoryloxy-4-formyl-2-methyl-benzoate C(C)OP(=O)(OCC)OC=1C(=C(C(=O)OC(C)(C)C)C=CC1C=O)C